Tert-Butyl (3-((2'-methoxy-[3,3'-bipyridin]-6-yl)amino)-2-methylpropyl)carbamate COC1=NC=CC=C1C=1C=NC(=CC1)NCC(CNC(OC(C)(C)C)=O)C